ClC=1C(=C(C=CC1)N1C(C(C2=NC=C(C=C21)C2CCN(CC2)C(=O)OC(C)(C)C)(C)C)=O)C#N tert-butyl 4-(1-(3-chloro-2-cyanophenyl)-3,3-dimethyl-2-oxo-2,3-dihydro-1H-pyrrolo[3,2-b]pyridin-6-yl)piperidine-1-carboxylate